ClC=1C=C(C=C(C1)Cl)C1=NC(=CC(=C1)CN1CCC(CC1)CNC(=O)NC)OC=1C=NC(=NC1)N1CCN(CC1)CCCS(=O)(=O)C 1-((1-((2-(3,5-dichlorophenyl)-6-((2-(4-(3-(methylsulfonyl)propyl)piperazin-1-yl)pyrimidin-5-yl)oxy)pyridin-4-yl)methyl)piperidin-4-yl)methyl)-3-methylurea